Tert-butyl N-[5-[[2-[(2S,5R)-2-[(1R,3S)-3-hydroxycyclohexyl]-5-methyl-1-piperidyl]-2-oxo-acetyl]amino]-3-methyl-2-pyridyl]carbamate O[C@@H]1C[C@@H](CCC1)[C@H]1N(C[C@@H](CC1)C)C(C(=O)NC=1C=C(C(=NC1)NC(OC(C)(C)C)=O)C)=O